(2R)-2-(6-{5-chloro-2-[(oxan-4-yl)amino]pyrimidin-4-yl}-1-oxo-2,3-dihydro-1H-isoindol-2-yl)-N-[(1R)-1-(2-fluoro-5-methoxyphenyl)ethyl]-3-hydroxypropanamide ClC=1C(=NC(=NC1)NC1CCOCC1)C1=CC=C2CN(C(C2=C1)=O)[C@@H](C(=O)N[C@H](C)C1=C(C=CC(=C1)OC)F)CO